(S)-2-(phthalimido)-N-(8-quinolinyl)propionamide C1(C=2C(C(N1[C@H](C(=O)NC=1C=CC=C3C=CC=NC13)C)=O)=CC=CC2)=O